di(isopropyl)ethylamine C(C)(C)N(CC)C(C)C